tert-butyl 2-(2-(2-isopropylphenyl)-6-oxo-4-(tetrahydrofuran-3-yl) piperazin-1-yl)-7-azaspiro[3.5]nonane-7-carboxylate C(C)(C)C1=C(C=CC=C1)C1N(C(CN(C1)C1COCC1)=O)C1CC2(C1)CCN(CC2)C(=O)OC(C)(C)C